diethoxy(isopropylamino)silane C(C)O[SiH](NC(C)C)OCC